S(=O)(=O)(O)O.N1N=C(C=C1)C(=O)N.N1N=C(C=C1)C(=O)N 1H-pyrazole-3-carboxamide hemisulfate salt